CO[C@H]([C@H](C)S(=O)(=O)N)CC=C (2S,3S)-3-METHOXYHEX-5-ENE-2-SULFONAMIDE